COC1=CC(=CC2=C1SC(=C2)C=2N=C(N1C2C=CC=C1)[C@@H]1CNCC1)C (S)-1-(7-methoxy-5-methylbenzo[b]thiophen-2-yl)-3-(pyrrolidin-3-yl)imidazo[1,5-a]pyridine